OC[C@H](C1=CC=CC=C1)NC1=NC(=NC=C1C1=NN=NN1)NC=1C=C2CCN(C(C2=CC1)=O)C 6-[[4-[[(1S)-2-hydroxy-1-phenyl-ethyl]amino]-5-(1H-tetrazol-5-yl)pyrimidin-2-yl]amino]-2-methyl-3,4-dihydroisoquinolin-1-one